L-phenylglycine N[C@@H](C1=CC=CC=C1)C(=O)O